N-[2-(2,6-dioxopiperidin-3-yl)-1-oxo-3H-isoindol-5-yl]-1-methylpyrrolo[2,3-b]pyridine-5-carboxamide O=C1NC(CCC1N1C(C2=CC=C(C=C2C1)NC(=O)C=1C=C2C(=NC1)N(C=C2)C)=O)=O